acrylamidopropyltrimethylammonium methyl-sulfate COS(=O)(=O)[O-].C(C=C)(=O)NCCC[N+](C)(C)C